1-(bromoacetyl)pyrene BrCC(=O)C1=CC=C2C=CC3=CC=CC4=CC=C1C2=C34